[Br-].C(CCC)N1CC=CC=C1 N-butylpyridine bromide salt